C1(=CC=CC=C1)OC(NC1=CC=C(C=C1)S(=O)(=O)C=1C=NN(C1)C)=O [4-(1-Methyl-1H-pyrazole-4-sulfonyl)-phenyl]-carbamic acid phenyl ester